CC12C3CCC4(C(CCC4C3CCC2=CC(CC1)=O)=O)C 10,13-dimethyl-1,6,7,8,9,10,11,12,13,14,15,16-dodecahydro-3H-cyclopenta[a]phenanthrene-3,17(2H)-dione